BrC1=C(C=CC=C1)CN (2-bromophenyl)methanamine